CC(CN1N=CC(=C1)[N+](=O)[O-])(C)NC(OC(C)(C)C)=O tert-butyl (2-methyl-1-(4-nitro-1H-pyrazol-1-yl)propan-2-yl)carbamate